CO\N=C(\C(=O)NC)/C1=C(C=CC=C1)/C=N/OC(C)C1=CC(=CC=C1)C(F)(F)F (2E)-2-(Methoxyimino)-N-methyl-2-{2-[(E)-({1-[3-(trifluoromethyl)phenyl]ethoxy}-imino)methyl]phenyl}ethanamid